C[C@]12[C@H]3CC[C@@]4(C(=CC[C@H]4[C@@H]3CC=C2C[C@H](CC1)CS(=O)(=O)[O-])C=1C=NC=CC1)C (3S,8R,9S,10R,13S,14S)-10,13-dimethyl-17-(pyridin-3-yl)-2,3,4,7,8,9,10,11,12,13,14,15-dodecahydro-1H-cyclopenta[a]phenanthren-3-ylmethanesulfonate